3-[4-(difluoromethoxy)-3-fluoro-phenyl]-4-[4-[(3S)-1-(3-fluoropropyl)pyrrolidin-3-yl]oxyphenyl]-2H-thiochromen-7-ol FC(OC1=C(C=C(C=C1)C=1CSC2=CC(=CC=C2C1C1=CC=C(C=C1)O[C@@H]1CN(CC1)CCCF)O)F)F